tert-butyl 6-[7-(4-fluoro-2-methoxy-phenyl)-6-(5-prop-2-enoyl-6,7-dihydro-4H-thiazolo[5,4-c]pyridin-2-yl)thieno[3,2-c]pyridin-4-yl]-3,4-dihydro-1H-isoquinoline-2-carboxylate FC1=CC(=C(C=C1)C=1C2=C(C(=NC1C=1SC=3CN(CCC3N1)C(C=C)=O)C=1C=C3CCN(CC3=CC1)C(=O)OC(C)(C)C)C=CS2)OC